benzyl N-[2-[2-[2-[2-[3-[1-(2,6-dioxo-3-piperidyl)-3-methyl-2-oxo-benzimidazol-5-yl]prop-2-ynoxy]ethoxy]ethoxy]ethoxy]ethyl]carbamate O=C1NC(CCC1N1C(N(C2=C1C=CC(=C2)C#CCOCCOCCOCCOCCNC(OCC2=CC=CC=C2)=O)C)=O)=O